O1CCN(CC1)C=1C=C(C=C(C1)S(=O)(=O)C1=CC(=CC=C1)C(F)(F)F)C=1C=NC(=NC1)N 5-(3-morpholino-5-((3-(trifluoromethyl)phenyl)sulfonyl)phenyl)pyrimidin-2-amine